C(CCC)(=O)OCC(CCCC)CC 2-ETHYLHEXYL BUTYRATE